FC1=CC=C(CNC(C2=C(C=CC=C2)NC2=CC=NC3=CC(=CC=C23)C(F)(F)F)=O)C=C1 N-(4-fluorobenzyl)-2-[(7-trifluoromethyl-quinolin-4-yl)amino]benzamide